CC1=C(C=C(OC[C@H]2N(CC2)C(=O)OC(C)(C)C)C=C1)C(NC1(CC1)C1=C2C=CC=NC2=CC(=C1)C1=CN=C(S1)C)=O tert-Butyl (s)-2-((4-methyl-3-((1-(7-(2-methylthiazol-5-yl)quinolin-5-yl) cyclopropyl)carbamoyl)phenoxy)methyl)azetidine-1-carboxylate